FC1=C(CN)C=C(C=C1F)F 2,3,5-Trifluorobenzylamine